4-((6-bromoisoquinolin-3-yl)oxy)cyclohexan-1-one BrC=1C=C2C=C(N=CC2=CC1)OC1CCC(CC1)=O